2-(5-{cyclopropyl[(2R,3S,5S)-2-fluoro-8-azabicyclo[3.2.1]octan-3-yl]amino}pyrazin-2-yl)-5-[1-(fluoromethyl)-1H-pyrazol-4-yl]phenol C1(CC1)N(C=1N=CC(=NC1)C1=C(C=C(C=C1)C=1C=NN(C1)CF)O)[C@@H]1[C@@H](C2CC[C@@H](C1)N2)F